CC(C(=O)O)\C=C\CO 2-methyl-5-hydroxy-trans-3-pentenoic acid